ClC1=C(C=C(C=C1)NC(C1=CC=C(C(=O)NC(C)C)C=C1)=O)C1=NC=CC=C1 N1-(4-chloro-3-(pyridin-2-yl)phenyl)-N4-isopropylterephthalamide